C1N(CCC2=CC=CC=C12)[C@@H]1CN(C[C@H]1O)C(=O)N1CCC(CC1)NC1CCN(CC1)C(C)=O trans-1-(4-((1-(3-(3,4-dihydroisoquinolin-2(1H)-yl)-4-hydroxypyrrolidine-1-carbonyl)piperidin-4-yl)amino)piperidin-1-yl)ethan-1-one